7-(4-(4-(benzo[b]thiophen-4-yl)piperazin-1-yl)butoxy)quinolin-2-yl hexanoate C(CCCCC)(=O)OC1=NC2=CC(=CC=C2C=C1)OCCCCN1CCN(CC1)C1=CC=CC=2SC=CC21